Pyrazolinate N1(NC=CC1)C(=O)[O-]